benzyl ((1S,2S,5S)-2-((tert-butoxycarbonyl)-amino)-5-(3-(trifluoromethyl)phenyl)cyclohexyl)(methyl)carbamate C(C)(C)(C)OC(=O)N[C@@H]1[C@H](C[C@H](CC1)C1=CC(=CC=C1)C(F)(F)F)N(C(OCC1=CC=CC=C1)=O)C